7-(3-morpholinopropoxy)quinazolin O1CCN(CC1)CCCOC1=CC=C2C=NC=NC2=C1